FC(C(=O)O)(F)F.NC=1C=2N(C=C(N1)C(=O)NCC1CCC(CC1)C(F)(F)F)C(=CN2)C2=C(C=CC(=C2)S(=O)(=O)C)C 8-amino-3-(2-methyl-5-(methylsulfonyl)phenyl)-N-((4-(trifluoromethyl)cyclohexyl)methyl)imidazo[1,2-a]pyrazine-6-carboxamide trifluoroacetate salt